C(CCC)C(CC(=O)O)C(CCCCC)C 3-butyl-4-methyl-nonanoic acid